C(#N)C1=C(OC=2C=C3C(N(C=NC3=CC2)[C@H]2CO[C@]3(C2)CNCC3)=O)C(=CC=C1N=[SH+](C)CC)F (3R,5R)-3-[6-[2-cyano-3-[[ethyl(methyl)sulfanioyl]amino]-6-fluoro-phenoxy]-4-oxo-quinazolin-3-yl]-1-oxa-7-azaspiro[4.4]nonane